[Cl-].C(CCCCCCCCCCCCCCCCC)[NH2+]CCCCCCCCCCCCCCCCCC dioctadecyl-ammonium Chloride